1-(1,3-difluoropropan-2-yl)piperidin-4-ol FCC(CF)N1CCC(CC1)O